OCCNC(C(=O)NCCO)=O N,N'-bis(hydroxyethyl)oxalamide